methyl 3-amino-4,5-difluorobenzoate NC=1C=C(C(=O)OC)C=C(C1F)F